2-(2-(allyloxy)ethoxy)-6-bromopyridine C(C=C)OCCOC1=NC(=CC=C1)Br